FC=1C=C(C=C(C1)F)NC1=NS(C2=C1C=CC(=C2)Br)(=O)=O 3-((3,5-difluorophenyl)amino)-6-bromobenzo[d]isothiazole 1,1-dioxide